ammonium cyanovalerate C(#N)OC(CCCC)=O.[NH4+]